3-[2-ethoxy-4-(N-ethylphenylamino)phenyl]-3-(1-ethyl-2-methylindol-3-yl)-4-azaphthalide C(C)OC1=C(C=CC(=C1)N(CC)C1=CC=CC=C1)C1(OC(=O)C2=CC=CN=C12)C1=C(N(C2=CC=CC=C12)CC)C